C(CCCCCCC\C=C/C\C=C/CCCCC)(=O)OC(CCCCCC)CC=CCCCCCCCC octadec-9-en-7-yl linoleate